C1=CC=CC=2C3=CC=CC=C3C(C12)COC(=O)N[C@H](C(=O)O)CC1=CC(=C(C=C1)OC(C)(C)C)I (S)-2-((((9H-fluoren-9-yl)methoxy)carbonyl)amino)-3-(4-(tert-butoxy)-3-iodophenyl)propionic acid